1-(2,2-difluoro-1,3-benzodioxol-5-yl)-cyclopropanecarboxylic acid FC1(OC2=C(O1)C=CC(=C2)C2(CC2)C(=O)O)F